ClC1=NC(=C(C(=N1)N1[C@H](CNCC1)CC#N)[N+](=O)[O-])CC1(CCCC2=CC=CC=C12)C(=O)OC (3S)-4-(2-chloro-6-((1-(methoxycarbonyl)-1,2,3,4-tetrahydronaphthalen-1-yl)methyl)-5-nitropyrimidin-4-yl)-3-(cyanomethyl)piperazine